N1CC(SCC1C(=O)O)C(=O)O thiomorpholine-2,5-dicarboxylic acid